[N+](=O)([O-])C1=C(CN[C@@H](CCCCN)C(=O)O)C=CC=C1 o-Nitrobenzyllysine